C(C1CO1)N(CC1CO1)C1=C(C)C=CC=C1 ortho-(N,N-diglycidyl-amino)toluene